(R)-N-(3-(N-(2-chloroacetyl)-S-methylsulfonimidoyl)phenyl)-3-(4,4-difluoroazepan-1-yl)-5-methyl-6-(trifluoromethyl)pyridazine-4-carboxamide ClCC(=O)N=[S@@](=O)(C)C=1C=C(C=CC1)NC(=O)C1=C(N=NC(=C1C)C(F)(F)F)N1CCC(CCC1)(F)F